(R)-(2-(6-chloro-3-methoxyquinolin-8-yl)-5-fluoro-7-methyl-7,8-dihydrobenzofuro[5,4-d]thiazol-7-yl)methanol ClC=1C=C2C=C(C=NC2=C(C1)C=1SC2=C(N1)C=C(C1=C2C[C@](O1)(C)CO)F)OC